2-methylacrylsulfonate CC(C(=O)S(=O)(=O)[O-])=C